(4-(4-amino-7-(1-(cyclopropanecarbonyl)azetidin-3-yl)pyrrolo[2,1-f][1,2,4]triazin-5-yl)phenyl)-1-isopropyl-2,4-dioxo-3-phenyl-1,2,3,4-tetrahydropyrimidine-5-carboxamide NC1=NC=NN2C1=C(C=C2C2CN(C2)C(=O)C2CC2)C2=CC=C(C=C2)C2=C(C(N(C(N2C(C)C)=O)C2=CC=CC=C2)=O)C(=O)N